C1(CC1)N1N=C(C2=CC=CC=C12)C(=O)O 1-cyclopropyl-1H-indazole-3-carboxylic acid